[N+](=O)([O-])C1=C(C=CC(=C1)C(F)(F)F)N1CCC(CC1)C(=O)O 1-(2-nitro-4-(trifluoromethyl)phenyl)piperidine-4-carboxylic acid